5-(4-(6-fluoro-2-methylpyridin-3-yl)phenoxy)-1H-1,2,3-triazole-4-carboxylic acid FC1=CC=C(C(=N1)C)C1=CC=C(OC2=C(N=NN2)C(=O)O)C=C1